C(C=C)N1N(C2=NC(=NC=C2C1=O)NC1=CC=C(C=C1)N1CCC(CC1)N(C)C)C1=CC=CC(=N1)S(=O)(=O)N 6-(2-allyl-6-((4-(4-(dimethylamino)piperidin-1-yl)phenyl)amino)-3-oxo-2,3-dihydro-1H-pyrazolo[3,4-d]pyrimidin-1-yl)pyridine-2-sulfonamide